4-aminobenzene-3-sulfonic acid NC1=C(C=CC=C1)S(=O)(=O)O